ClC1=C2C=C(NC2=CC=C1Cl)C(=O)N1CC2CCC(C1)N2C(C)=O 1-[3-(4,5-dichloro-1H-indole-2-carbonyl)-3,8-diazabicyclo[3.2.1]octan-8-yl]ethanone